Hexenoyl chloride CCC/C=C/C(=O)Cl